ClC=1C=C(C=CC1)C1CC(C(N(C1C1=CC=C(C=C1)Cl)C(CS(=O)(=O)C(C)C)C(C)C)=O)(C)CC(=O)O 2-(5-(3-chlorophenyl)-6-(4-chlorophenyl)-1-(1-(isopropylsulfonyl)-3-methylbutan-2-yl)-3-methyl-2-oxopiperidin-3-yl)acetic acid